3-p-tolyl-1,2,4-oxadiazol-5-one C1(=CC=C(C=C1)C=1NOC(N1)=O)C